C(CCCC)[C@@H]1CC[C@H](CC1)C1=CC=C(C=C1)C1=CC=C(C=C1)C#N trans-4'-(4-pentylcyclohexyl)-[1,1'-biphenyl]-4-nitrile